(R)-3-((4-(2-methoxy-4-methylphenyl)thieno[2,3-d]pyridazin-7-yl)amino)piperidine COC1=C(C=CC(=C1)C)C1=C2C(=C(N=N1)N[C@H]1CNCCC1)SC=C2